CC1=CC=CC2=C1N=C(O2)CSC2=CC=CC=C2N2N=CCC2 6-(((4-methylbenzo[d]oxazol-2-yl)methyl)thio)-1-phenyl-1,5-dihydro-4H-pyrazole